N-(3-(difluoromethyl)-1-(1-((6-(2,4-dioxotetrahydropyrimidin-1(2H)-yl)pyridazin-3-yl)methyl)piperidin-4-yl)-1H-pyrazol-4-yl)-5-morpholinopyrazolo[1,5-a]pyrimidine-3-carboxamide FC(C1=NN(C=C1NC(=O)C=1C=NN2C1N=C(C=C2)N2CCOCC2)C2CCN(CC2)CC=2N=NC(=CC2)N2C(NC(CC2)=O)=O)F